NC1=NC=CC(=C1C#CCCCN1CCOCC1)C=1C=C2C(=NNC2=CC1)N 5-(2-amino-3-(5-morpholino-pent-1-yn-1-yl)pyridin-4-yl)-1H-indazol-3-amine